ClCC[C@H]1C(N[C@]2(C(O[C@@]12C)=O)[C@@H](O)[C@@H]1C=CCCC1)=O (1R,4R,5S)-4-(2-chloroethyl)-1-((S)-((S)-cyclohex-2-en-1-yl)(hydroxy)methyl)-5-methyl-6-oxa-2-azabicyclo[3.2.0]heptane-3,7-dione